N-(4H-1,2,4-triazolyl)-3-tert-butyl-1-N-pentyl-1H-imidazole-5-carboxamide N=1N=C(NC1)NC(=O)C1=CN(CN1CCCCC)C(C)(C)C